ClC=1C=C(C(=NC1)C)NC(/C(=C/C1=CC=C2C(=NNC2=C1)C#N)/F)=O (2Z)-N-(5-chloro-2-methylpyridin-3-yl)-3-(3-cyano-1H-indazol-6-yl)-2-fluoroprop-2-enamide